BrC=1C=C(C=CC1)C(C(=O)OC(C)(C)C)(CCCC(CO[Si](C)(C)C(C)(C)C)(C)C)C tert-Butyl 2-(3-bromophenyl)-7-((tert-butyldimethylsilyl)oxy)-2,6,6-trimethylheptanoate